((2-((tert-butoxycarbonyl)amino)benzo[d]thiazol-6-yl)methyl)-1H-imidazole-2-carboxylic acid ethyl ester C(C)OC(=O)C=1N(C=CN1)CC1=CC2=C(N=C(S2)NC(=O)OC(C)(C)C)C=C1